4-methyl-2-(((S)-(perfluorophenoxy)(phenoxy)phosphoryl)amino)pentanoic acid CC(CC(C(=O)O)N[P@](=O)(OC1=CC=CC=C1)OC1=C(C(=C(C(=C1F)F)F)F)F)C